NCCNCCC[Si](OCC)(OCC)C [3-(2-aminoethylamino)propyl]methyldiethoxysilane